C1=CC(=CC=C1C(=O)Cl)OC2=CC=C(C=C2)C(=O)Cl 4,4'-Bis(chlorocarbonyl)diphenyl ether